N(=[N+]=[N-])CCOCCOCCNC(=O)CN(CCOCCOCCOCCNC(OC(C)(C)C)=O)CC(NCC1=CC=C(C=C1)C=1N=NC(=NN1)C)=O tert-butyl N-[1-({2-[2-(2-azidoethoxy)ethoxy]ethyl}carbamoyl)-2-[({[4-(6-methyl-1,2,4,5-tetrazin-3-yl)phenyl]methyl}carbamoyl)methyl]-5,8,11-trioxa-2-azatridecan-13-yl]carbamate